2-(1,3-thiazol-5-yl)ethan-1-one S1C=NC=C1CC=O